CNS(=O)(=O)C1=CC=C(S1)C(=O)NCC1=CC=C(C=C1)C1(CC1)C(F)(F)F 5-(N-methylaminosulfonyl)-N-(4-(1-(trifluoromethyl)cyclopropyl)benzyl)thiophene-2-carboxamide